1,6-diazaspiro[3.3]heptan N1CCC12CNC2